[Pb].CC1=CC=C(C=C1)S(=O)(=O)Cl p-toluenesulfonyl chloride lead